CC1=CC=C(C=C1)S(=O)[O-].[Na+] p-toluenesulfinic acid sodium salt